ClC1=CC=C(OC2=CC(=C(C=C2)[C@@](CN2N=CN=C2)(C)O)C(F)(F)F)C=C1 (R)-2-[4-(4-chlorophenoxy)-2-(trifluoromethyl)phenyl]-1-(1,2,4-triazol-1-yl)propan-2-ol